6-chloropicolinate ClC1=CC=CC(=N1)C(=O)[O-]